(R)-3-Aminomethyl-pyrrolidine-1-carboxylic acid (4-methoxy-7-phenyl-thiazolo[4,5-c]pyridin-2-yl)-amide COC1=NC=C(C2=C1N=C(S2)NC(=O)N2C[C@H](CC2)CN)C2=CC=CC=C2